2-(2,6-dioxopiperidin-3-yl)-5-fluoro-6-(piperazin-1-yl)isoindoline-1,3-dione hydrochloride Cl.O=C1NC(CCC1N1C(C2=CC(=C(C=C2C1=O)F)N1CCNCC1)=O)=O